CN1N=CC2=C(C=CC=C12)C1=CC(=NN1)C(=O)OCC Ethyl 5-(1-methyl-1H-indazol-4-yl)-1H-pyrazole-3-carboxylate